CC(C(=O)C1=CC=C(C=C1)S(=O)(=O)C)(C)N1CCOCC1 2-methyl-2-morpholinyl-1-(4-methylsulfonylphenyl)propan-1-one